The molecule is a monocarboxylic acid anion that is the conjugate base of N-acetyl-L-tyrosine, obtained by deprotonation of the carboxy group; major species at pH 7.3. It is a N-acyl-L-alpha-amino acid anion and a monocarboxylic acid anion. It is a conjugate base of a N-acetyl-L-tyrosine. CC(=O)N[C@@H](CC1=CC=C(C=C1)O)C(=O)[O-]